N-(7-cyclopentylpyrazolo[1,5-a]pyrimidin-6-yl)-N'-(6-{5-[2-(2-hydroxyethoxy)ethyl]-1,2,4-oxadiazol-3-yl}-5-methylpyridin-3-yl)urea C1(CCCC1)C1=C(C=NC=2N1N=CC2)NC(=O)NC=2C=NC(=C(C2)C)C2=NOC(=N2)CCOCCO